5-(2-Bromophenyl)-6-methylpyridazin-3(2H)-one BrC1=C(C=CC=C1)C1=CC(NN=C1C)=O